2,5-dimethyl-1-vinylimidazole CC=1N(C(=CN1)C)C=C